ClC1=CC=C(C=C1)C1=C2C=CC=CC2=CC=C1 5-(4-chlorophenyl)naphthalene